4-[(E)-[(1,1-dioxo-1,2-benzothiazol-3-yl)-(3-hydroxypropyl)hydrazono]methyl]-2-methoxy-phenol O=S1(N=C(C2=C1C=CC=C2)N(\N=C\C2=CC(=C(C=C2)O)OC)CCCO)=O